(1,2,2,6,6-pentamethylpiperidin-4-yl)pyrrolidine-2,5-dione CN1C(CC(CC1(C)C)N1C(CCC1=O)=O)(C)C